C(C)OC(=O)C=1N=C(OC1)C(F)F 2-(difluoromethyl)oxazole-4-carboxylic acid ethyl ester